ClC=1C=CC(=NC1)S(=O)(=O)N1C[C@@H]([C@@](C1)([C@@H](C)OC)O)OC1=CC(=C(C#N)C=C1)F 4-(((3S,4R)-1-((5-chloropyridin-2-yl)sulfonyl)-4-hydroxy-4-((R)-1-methoxyethyl)pyrrolidin-3-yl)oxy)-2-fluorobenzonitrile